3-[(1H-1,3-Benzoxazol-2-yl)amino]-3-(4-chloro-3-methylphenyl)-N-methylpropanamide O1C(=NC2=C1C=CC=C2)NC(CC(=O)NC)C2=CC(=C(C=C2)Cl)C